OC1=C(C=CC(=C1)C=1C=NNC1)C1=CC=C(N=N1)N(C1CC(N(C(C1)(C)C)C(CC)=O)(C)C)C (4-((6-(2-hydroxy-4-(1H-pyrazol-4-yl)phenyl)pyridazin-3-yl)(methyl)amino)-2,2,6,6-tetramethylpiperidin-1-yl)propan-1-one